ClC1=C(SC=C1)CN (3-chlorothiophen-2-yl)methanamine